(S)-N-(2-amino-6-guanidinohexyl)-N-(2-(5-methyl-2,4-dioxo-3,4-dihydropyrimidin-1(2H)-yl)acetyl)glycine N[C@H](CN(CC(=O)O)C(CN1C(NC(C(=C1)C)=O)=O)=O)CCCCNC(=N)N